C(C)(C)C1=C(C=CC=C1)N1C(NC(C2=C1C=NC(=C2)C)=O)=O 1-(2-isopropylphenyl)-6-methylpyrido[3,4-d]pyrimidine-2,4(1H,3H)-dione